(2'r,4r)-6-bromo-2'-fluoro-spiro[2,3-dihydroisoquinoline-4,1'-cyclopropane]-1-one BrC=1C=C2C(=CC1)C(NC[C@]21[C@@H](C1)F)=O